N-(1-fluoro-2-methylpropan-1-en-1-yl)-1-(1-methoxyisoquinolin-5-yl)-5-(trifluoromethyl)-1H-pyrazole-4-carboxamide FC(=C(C)C)NC(=O)C=1C=NN(C1C(F)(F)F)C1=C2C=CN=C(C2=CC=C1)OC